N-(2-(4,4-difluorocyclohexyl)-4-(1-(tetrahydro-2H-pyran-2-yl)-1H-pyrazol-3-yl)pyridin-3-yl)-5-fluoro-6-isopropoxynicotinamide FC1(CCC(CC1)C1=NC=CC(=C1NC(C1=CN=C(C(=C1)F)OC(C)C)=O)C1=NN(C=C1)C1OCCCC1)F